N-(1,1'-biphenyl-2-yl)-N-[(3',5'-di-t-butyl)-1,1'-biphenyl-4-yl]-9,9-bis(4-t-butylphenyl)-9H-fluoren-2-amine C1(=C(C=CC=C1)N(C1=CC=2C(C3=CC=CC=C3C2C=C1)(C1=CC=C(C=C1)C(C)(C)C)C1=CC=C(C=C1)C(C)(C)C)C1=CC=C(C=C1)C1=CC(=CC(=C1)C(C)(C)C)C(C)(C)C)C1=CC=CC=C1